2-(6-methoxy-4-methylquinazolin-2-ylamino)-5,6-dimethylpyrimidin-4(1H)-one COC=1C=C2C(=NC(=NC2=CC1)NC=1NC(=C(C(N1)=O)C)C)C